N1CCC2(CC1)OC1=C(O2)C=CC(=C1)C(=O)N spiro[benzo[d][1,3]dioxole-2,4'-piperidine]-5-carboxamide